2-butoxy-6-chloro-N,N-di((4-methoxyphenyl)methyl)-5-nitropyrimidin-4-amine C(CCC)OC1=NC(=C(C(=N1)N(CC1=CC=C(C=C1)OC)CC1=CC=C(C=C1)OC)[N+](=O)[O-])Cl